ClC=1C=C2C(=NN1)N(C[C@@H]1N2C[C@@H](C1)SC1=NC=C(C(=C1)C)C=O)C(=O)OC(C)(C)C tert-butyl (6aR,8R)-2-chloro-8-((5-formyl-4-methylpyridin-2-yl)thio)-6a,7,8,9-tetrahydropyrrolo[1',2':4,5]pyrazino[2,3-c]pyridazine-5(6H)-carboxylate